C(=O)(O)[C@@H](O)[C@H](O)C(=O)O.FC1=CC=C(C=C1)[C@@]1(CCOC2(CCCC2)C1)CCNCC1=C(C=CC=C1)C1=CC=NC=C1 (R)-2-(9-(4-fluorophenyl)-6-oxaspiro[4.5]decan-9-yl)-N-(2-(pyridin-4-yl)benzyl)ethanamine monoD-tartrate